(4-formyl-1H-imidazol-1-yl)azetidine-1-carboxylic acid tert-butyl ester C(C)(C)(C)OC(=O)N1C(CC1)N1C=NC(=C1)C=O